C(C1=CC=CC=C1)OC(=O)N1CC(C2(CNC2C2=CC=CC=3N(C(N(C32)C)=O)C3C(NC(CC3)=O)=O)CC1)(F)F [1-(2,6-dioxo-3-piperidinyl)-3-methyl-2-oxo-benzoimidazol-4-yl]-5,5-difluoro-2,7-diazaspiro[3.5]nonane-7-carboxylic acid benzyl ester